ClC=1C=C2C(=NC=NC2=CC1C1=C(C=CC=C1)C1CC1)N1CCN(CC1)C(C=C)=O 1-(4-(6-chloro-7-(2-cyclopropyl-phenyl)quinazolin-4-yl)piperazin-1-yl)prop-2-en-1-one